ClC=1C=C(C=CC1NC([C@@](C(F)(F)F)(C)O)=O)S(=O)(=O)C1=CC=C(C(=O)N(C)C)C=C1 4-[3-chloro-4-[[(2R)-3,3,3-trifluoro-2-hydroxy-2-methylpropanoyl]amino]phenyl]sulfonyl-N,N-dimethylbenzamide